C1(CC1)COC=1C(=CN(C(C1)=O)CS(=O)(=O)C)C1=CN(C(C2=CC(=CC=C12)F)=O)C 4-[4-(cyclopropylmethoxy)-1-(methylsulfonylmethyl)-6-oxopyridin-3-yl]-7-fluoro-2-methylisoquinolin-1-one